C(=C\CCCC)/O E-Hexenol